ClC12CC3(CC(C4=C(C(C1)C3)C=C(C(=C4)OC)OC)C2)N 9-chloro-2,3-dimethoxy-5,6,8,9,10,11-hexahydro-7H-5,9:7,11-dimethanobenzo[9]annulen-7-amine